NC1=NC=CC=C1C1=NC=2C(=NC(=CC2)Cl)N1C=1C=C2CC[C@@H](C2=CC1)NC(OC(C)(C)C)=O tert-Butyl (S)-(5-(2-(2-aminopyridin-3-yl)-5-chloro-3H-imidazo[4,5-b]pyridin-3-yl)-2,3-dihydro-1H-inden-1-yl)carbamate